C(#N)C1=CC=C(C=N1)[C@@H](CC)NC(=O)C=1C=C(N2CCCCC12)C(=O)N1[C@H](CCC1)C 3-((S)-2-methylpyrrolidine-1-carbonyl)-5,6,7,8-tetrahydro-indolizine-1-carboxylic acid [(R)-1-(6-cyano-pyridin-3-yl)-propyl]-amide